(R)-6-(2-(2-(6-(4-(3-(1-(tert-butoxycarbonyl)-4-(5-(pyridin-4-yl)-4H-1,2,4-triazol-3-yl)piperidin-4-ylamino)benzamido)chroman-6-yloxy)hexyloxy)ethoxy)ethoxy)hexanoic acid C(C)(C)(C)OC(=O)N1CCC(CC1)(C1=NN=C(N1)C1=CC=NC=C1)NC=1C=C(C(=O)N[C@@H]2CCOC3=CC=C(C=C23)OCCCCCCOCCOCCOCCCCCC(=O)O)C=CC1